(S)-2-(5-(3-((2-chloro-5-(1-methyl-5-(trifluoromethyl)-1H-pyrazol-3-yl)pyridin-4-yl)amino)-2-fluoropropoxy)-1-methyl-1H-pyrazol-4-yl)pyrimidin-4-amine ClC1=NC=C(C(=C1)NC[C@@H](COC1=C(C=NN1C)C1=NC=CC(=N1)N)F)C1=NN(C(=C1)C(F)(F)F)C